ClC=1C=2C(N=C3N(C2C=CC1)C1=CC(=CC=C1C31CCCCC1)C1CCNCC1)=O 4-(4'-chloro-5'-oxo-5'H-spiro[cyclohexane-1,7'-indolo[1,2-a]quinazolin]-10'-yl)piperidine